4-(5-iodo-4-oxo-3,4-dihydroimidazo[5,1-f][1,2,4]triazin-7-yl)bicyclo[2.2.2]octane-1-carboxylic acid methyl ester COC(=O)C12CCC(CC1)(CC2)C2=NC(=C1C(NC=NN12)=O)I